4,4'-bis(1,1-dimethylethyl)-2,2'-bipyridin CC(C)(C)C1=CC(=NC=C1)C1=NC=CC(=C1)C(C)(C)C